CC=1C=C(OC2=CC=C(N)C=C2)C=C(C1)C 4-(3,5-dimethylphenoxy)aniline